BrC(C(=O)OC=1C=CC=2C=CC3=CC=CC=C3C2C1)(C)C phenanthren-3-yl 2-bromo-2-methylpropanoate